3-bromo-1,2-dimethylbenzene BrC=1C(=C(C=CC1)C)C